O=C(C(=O)[O-])CCCCCC\C=C/CCCCCCCC ketooleate